3-[5-[(2R)-3-[2-(4-bromophenyl)-2,6-diazaspiro[3.3]heptan-6-yl]-2-hydroxy-propoxy]-1-oxo-isoindolin-2-yl]piperidine-2,6-dione formic acid salt C(=O)O.BrC1=CC=C(C=C1)N1CC2(C1)CN(C2)C[C@H](COC=2C=C1CN(C(C1=CC2)=O)C2C(NC(CC2)=O)=O)O